N[C@@H]1CCCC12CCN(CC2)C2=C(N=C1C(=N2)NN=C1C1=CC=C2N=CC(=NC2=C1Cl)N(C)C)C 7-{6-[(1R)-1-amino-8-azaspiro[4.5]dec-8-yl]-5-methyl-1H-pyrazolo[3,4-b]pyrazin-3-yl}-8-chloro-N,N-dimethylquinoxalin-2-amine